FC1([C@H](CNCC1)NC1=NC(=CC=C1)C1=CN=C2N1C=C(C=C2)C2(CC2)C(F)(F)F)F (S)-N-(4,4-difluoro-piperidin-3-yl)-6-(6-(1-(trifluoromethyl)-cyclopropyl)imidazo-[1,2-a]pyridin-3-yl)-pyridin-2-amine